1,7,7-trimethylbicyclo[2.2.1]heptane-2,3-dione CC12C(C(C(CC1)C2(C)C)=O)=O